2-amino-1-(3,4-dimethoxyphenyl)ethanol NCC(O)C1=CC(=C(C=C1)OC)OC